O=C1N(CCC(N1)=O)C1=NN(C2=CC(=CC=C12)C1C(CN(CC1)CC(=O)O)F)C 2-[4-[3-(2,4-dioxohexahydropyrimidin-1-yl)-1-methyl-indazol-6-yl]-3-fluoro-1-piperidyl]acetic acid